C1(CC1)C1=NN(C=N1)C1CC2(CN(C2)C(=O)N2CC3(C2)CC(C3)CN3N=CC(=C3)S(=O)(=N)C(F)(F)F)C1 [6-(3-cyclopropyl-1,2,4-triazol-1-yl)-2-azaspiro[3.3]heptan-2-yl]-[6-[[4-(trifluoromethylsulfonimidoyl)pyrazol-1-yl]methyl]-2-azaspiro[3.3]heptan-2-yl]methanone